BrC=1C=NN2C1C=CC(=C2)C2=C(C=CC=C2)OC 3-bromo-6-(2-methoxyphenyl)pyrazolo[1,5-a]pyridine